1,3,3-trimethyl-5-(3-pentyl)cyclohexanecarbonitrile CC1(CC(CC(C1)C(CC)CC)(C)C)C#N